ClC1=CC=2N(C=C1)C(=C(N2)C2=C(C=C(C(=C2)F)S(=O)(=O)Cl)Cl)C[C@H]2CN(CCO2)C(=O)OC methyl (S)-2-((7-chloro-2-(2-chloro-4-(chlorosulfonyl)-5-fluorophenyl)imidazo[1,2-a]pyridin-3-yl)methyl)morpholine-4-carboxylate